ClC=1C(=NC=CC1C1=NC(=C(C=C1)CNCC1NC(CC1)=O)OC)C=1C(=C(C=CC1)NC(C1=NC=C(C=C1)CNCCO)=O)OC N-(3-(3'-chloro-6-methoxy-5-((((5-oxopyrrolidin-2-yl)methyl)amino)methyl)-[2,4'-bipyridin]-2'-yl)-2-methoxyphenyl)-5-(((2-hydroxyethyl)amino)methyl)picolinamide